4-chloro-N-(4-((1-methylpiperidin-4-yl)hydroxy)-3-(trifluoromethyl)phenyl)-3-((trimethylsilyl)ethynyl)benzamide ClC1=C(C=C(C(=O)NC2=CC(=C(C=C2)OC2CCN(CC2)C)C(F)(F)F)C=C1)C#C[Si](C)(C)C